N1C(NC(C2=C1C=CS2)=O)=O Thieno[3,2-d]pyrimidine-2,4(1H,3H)-dione